O1CC[C@@H](C2=CC=CC=C12)NC(=O)C1=CC2=C(N=C(S2)N2CCN(CC2)CC)C(=C1)C (S)-N-(chroman-4-yl)-2-(4-ethylpiperazin-1-yl)-4-methylbenzo[d]thiazole-6-carboxamide